7-methyl-1-((2-methyl-4-(1-methyl-1H-pyrazol-4-yl)phenyl)sulfonyl)indoline CC=1C=CC=C2CCN(C12)S(=O)(=O)C1=C(C=C(C=C1)C=1C=NN(C1)C)C